O=C1NC2=NC=CC=C2C=C1C(=O)NC1CC2(C1)CCC2 2-oxo-N-spiro[3.3]Hept-2-yl-1,8-naphthyridine-3-carboxamide